C(CCCC)OC([C@@H]([C@H](CCCCC\C=C/CCCCCCCC)C(=O)N1/C(/NCC1)=N/C1=C(C=C(C=C1Cl)N)Cl)CC1=CN=CN1C)=O (2R,3S)-3-((E)-2-((4-amino-2,6-dichlorophenyl)-imino)imidazolidine-1-carbonyl)-2-((1-methyl-1H-imidazol-5-yl)methyl)oleic acid pentyl ester